N1-(2-((2-(2,6-dioxopiperidin-3-yl)-1,3-dioxoisoindolin-5-yl)amino)ethyl)-N4-(2-(((S)-2-methylpyrrolidin-1-yl)methyl)-1H-benzo[d]imidazol-5-yl)terephthalamide O=C1NC(CCC1N1C(C2=CC=C(C=C2C1=O)NCCNC(C1=CC=C(C(=O)NC2=CC3=C(NC(=N3)CN3[C@H](CCC3)C)C=C2)C=C1)=O)=O)=O